1-((4-bromo-3-methylphenyl)sulfonyl)pyrrolidine BrC1=C(C=C(C=C1)S(=O)(=O)N1CCCC1)C